2-[6-amino-5-[8-[2-[3-[(1S,4S)-5-methyl-2,5-diazabicyclo[2.2.1]heptan-2-yl]prop-1-ynyl]-4-pyridyl]-3,8-diazabicyclo[3.2.1]octan-3-yl]pyridazin-3-yl]phenol NC1=C(C=C(N=N1)C1=C(C=CC=C1)O)N1CC2CCC(C1)N2C2=CC(=NC=C2)C#CCN2[C@@H]1CN([C@H](C2)C1)C